3-((7-(3-amino-4-methyl-6-(trifluoromethyl)pyridin-2-yl)thieno[3,2-b]pyridin-2-yl)methyl)-6,6-dimethyl-3-azabicyclo[3.1.0]hexane-2,4-dione NC=1C(=NC(=CC1C)C(F)(F)F)C1=C2C(=NC=C1)C=C(S2)CN2C(C1C(C1C2=O)(C)C)=O